BrC1=CC=C2C(=CC=NC2=C1)OC1=C2N(N=C1C1=NC(=CC=C1)C)CCC2 7-Bromo-4-((2-(6-methylpyridin-2-yl)-5,6-dihydro-4H-pyrrolo[1,2-b]pyrazol-3-yl)oxy)quinoline